2-pyridyl-2,3-naphthyridin-1-one N1=C(C=CC=C1)C1=NNC(C2=CC=CC=C12)=O